tert-butyl (3R)-4-(6-fluoro-1-(2-isopropyl-4-methylpyridin-3-yl)-7-(5-methyl-1H-indazol-4-yl)-3-nitro-2-oxo-1,2-dihydro-1,8-naphthyridin-4-yl)-3-(hydroxymethyl)piperazin-1-carboxylate FC=1C=C2C(=C(C(N(C2=NC1C1=C2C=NNC2=CC=C1C)C=1C(=NC=CC1C)C(C)C)=O)[N+](=O)[O-])N1[C@H](CN(CC1)C(=O)OC(C)(C)C)CO